2-((4-(tert-butyl)phenyl)difluoromethyl)-4,6-dimethylpyrimidine-5-carboxylic acid C(C)(C)(C)C1=CC=C(C=C1)C(C1=NC(=C(C(=N1)C)C(=O)O)C)(F)F